C(=C\\NC(=O)N)\\C(=O)[O-] The molecule is a monocarboxylic acid anion resulting from the deprotonation of the carboxy group of ureidoacrylic acid. It is the major species at pH 7.3. It derives from an acrylate. It is a conjugate base of a ureidoacrylic acid.